OCC(C)NC1=C(C(N(C2=CC=C(C=C12)[N+](=O)[O-])C)=O)I 4-((1-hydroxy-propan-2-yl)amino)-3-iodo-1-methyl-6-nitroquinolin-2(1H)-one